C1=CC(=C(C=C1I)Cl)Cl 3,4-dichloroiodobenzene